C(C)C(C(=O)N)C1=CC=CC=C1 ethyl-2-phenylacetamide